3-aminobenzene aluminum [Al].NC=1C=CC=CC1